(R)-N-(3-(5-(((1-acetylpiperidin-4-yl)amino)methyl)-3'-chloro-6-methoxy-[2,4'-bipyridin]-2'-yl)-2-chlorophenyl)-4-methoxy-5-((((5-oxopyrrolidin-2-yl)methyl)amino)methyl)picolinamide C(C)(=O)N1CCC(CC1)NCC=1C=CC(=NC1OC)C1=C(C(=NC=C1)C=1C(=C(C=CC1)NC(C1=NC=C(C(=C1)OC)CNC[C@@H]1NC(CC1)=O)=O)Cl)Cl